BrC=1C=2N(C(N(C1)CC1=C(C=C(C=C1)C=1C=NN(C1)C)F)=O)C=C(N2)C 8-Bromo-6-(2-fluoro-4-(1-methyl-1H-pyrazol-4-yl)benzyl)-2-methylimidazo[1,2-c]pyrimidin-5(6H)-one